cis-6-amino-3-cyclohexene NC1CC=CCC1